4-propylpiperidin C(CC)C1CCNCC1